DICHLOROBENZENE ClC1C=CC(Cl)=CC=1